FC1=C(C=C(C=C1)N1N=C(C2=CC(=C(C=C12)F)N1C2(CC2)CN(CC1)S(=O)(=O)C)C)O 2-Fluoro-5-(6-fluoro-3-methyl-5-(7-(methylsulfonyl)-4,7-diazaspiro[2.5]octan-4-yl)-1H-indazol-1-yl)phenol